Phenyl-Acetaldehyde C1(=CC=CC=C1)CC=O